6-bromo-3,3-bis(2-methoxyethyl)-2,3-dihydro-1H-inden-1-one BrC1=CC=C2C(CC(C2=C1)=O)(CCOC)CCOC